7-methyl-[1,2,4]triazolo[1,5-a]pyridine-8-carbonitrile CC1=C(C=2N(C=C1)N=CN2)C#N